FC(C(C(F)(F)F)OC(=O)N1CCC2(C[C@H]2C(NC=2C=NC(=CC2)P(=O)(C)C)=O)CC1)(F)F.C(CCCCC)NC(C=C)=O |r| N-hexyl-acrylamide 1,1,1,3,3,3-hexafluoropropan-2-yl-(±)-1-((6-(dimethylphosphoryl)pyridin-3-yl)carbamoyl)-6-azaspiro[2.5]octane-6-carboxylate